tert-Butyl N-[6-[3-(6,8-dioxo-2,7-diazaspiro[4.6]undecane-2-carbonyl)phenyl]hexyl]carbamate O=C1C2(CCN(C2)C(=O)C=2C=C(C=CC2)CCCCCCNC(OC(C)(C)C)=O)CCCC(N1)=O